C1(=CC=C(C=C1)N1CCNCC1)N1CCNCC1 1,1'-(1,4-phenylene)bis[piperazine]